(S)-6-(1-amino-1,3-dihydrospiro[indene-2,4'-piperidine]-1'-yl)-3-(1-(4-methoxy-1-methyl-2-oxo-1,2-dihydropyridin-3-yl)vinyl)-1,5-dihydro-4H-pyrazole N[C@@H]1C2=CC=CC=C2CC12CCN(CC2)C2=CC(=C(C(N2C)=O)C(=C)C2=NNCC2)OC